C1CCC2=C(C=3CCCC3C=C12)NC(=O)N=[S@](=O)(N)C (R)-N'-((1,2,3,5,6,7-hexahydro-s-indacen-4-yl)carbamoyl)methane-sulfonimidamide